BrC(C(=O)N(C)C)CC 2-bromo-N,N-dimethylbutyramide